(1R,2S,5S)-N-{(2S)-4-(2,4-difluorophenoxy)-3-oxo-1-[(3S)-2-oxopyrrolidin-3-yl]butan-2-yl}-6,6-dimethyl-3-azabicyclo[3.1.0]hexane-2-carboxamide, hydrochloride salt Cl.FC1=C(OCC([C@H](C[C@H]2C(NCC2)=O)NC(=O)[C@@H]2[C@H]3C([C@H]3CN2)(C)C)=O)C=CC(=C1)F